FC(C(=O)O)(F)F.CN1C2CC(CC1CC2)NC2COC1(CNC1)C2 rac-N-[(3-exo)-8-methyl-8-azabicyclo[3.2.1]octan-3-yl]-5-oxa-2-azaspiro[3.4]octan-7-amine 2,2,2-trifluoroacetic acid salt